C(CCC)C1(C(C2=C(C(=C(C=C2C1)CCC(C(=O)O)=O)Cl)Cl)=O)C1CCCC1 4-(2-butyl-6,7-dichloro-2-cyclopentyl-inden-1-one-5-yl)oxobutanoic acid